5β-cholestan-3β-ol CC(C)CCC[C@@H](C)[C@H]1CC[C@H]2[C@@H]3CC[C@@H]4C[C@H](CC[C@]4(C)[C@H]3CC[C@]12C)O